7-(7H-pyrrolo[2,3-d]pyrimidin-4-yl)-3-oxa-7,9-diazabicyclo[3.3.1]nonane N1=CN=C(C2=C1NC=C2)N2CC1COCC(C2)N1